C(OC1=CC=C(C=C1)[N+](=O)[O-])(OC1=C(C2=CC=C3C=CC=C4C=CC(=C1)C2=C43)C)=O 4-nitrophenyl (1-methyl pyrenyl) carbonate